C(C)(C)(C)OC(N(CC)C=1C=C(C(=C2C3=C(NC12)N=CC(=C3Cl)Cl)F)F)=O (3,4-dichloro-5,6-difluoro-9H-pyrido[2,3-b]indol-8-yl)(ethyl)carbamic acid tert-butyl ester